C(C=C)(=O)OCCCCOC1=CC=C(C=C1)C(=C)C 2-(4'-acryloyloxybutoxyphenyl)propene